4-(4-(azetidin-3-ylmethoxy)-1H-pyrazolo[3,4-b]pyridin-6-yl)phenol N1CC(C1)COC1=C2C(=NC(=C1)C1=CC=C(C=C1)O)NN=C2